C(C)(C)(C)OC(N(CC1=C(C=CC=C1)OC(F)(F)F)C=1C=2N(N=C(C1)Cl)C(=CN2)C(C)C)=O.SC2=C(C=CC=C2[Si](OC)(OC)OC)C 2-mercaptotolyl-trimethoxysilane tert-butyl-(6-chloro-3-isopropylimidazo[1,2-b]pyridazin-8-yl)(2-(trifluoromethoxy)benzyl)carbamate